hexahydro-4,7-methano-2H-isoindole-1,3-dione hydrochloride Cl.C1(NC(C2C3CCC(C12)C3)=O)=O